[C@H]12CN(C[C@H](CC1)N2)C=2C1=C(N=C(N2)OCC23CCC(CC2)(CC3)C#C)C(=C(N=C1)C1=CC(=CC3=CC=C(C(=C13)C#C)F)O)F 4-(4-((1R,5S)-3,8-diazabicyclo[3.2.1]oct-3-yl)-2-((4-ethynylbicyclo[2.2.2]oct-1-yl)methoxy)-8-fluoropyrido[4,3-d]pyrimidin-7-yl)-5-ethynyl-6-fluoronaphthalen-2-ol